ClCC1=C(C(=NC=C1F)C=1C=C2CN(C(C2=CC1)=O)C1C(NC(CC1)=O)=O)F 3-(5-(4-(chloromethyl)-3,5-difluoropyridin-2-yl)-1-oxoisoindolin-2-yl)piperidine-2,6-dione